2-(5-bromo-3-(ethylsulfanyl)pyridin-2-yl)-N4-methylpyrimidine-4,5-diamine BrC=1C=C(C(=NC1)C1=NC=C(C(=N1)NC)N)SCC